C(C)(C)C1=C(NC2=CC=C(C=C12)C1CCNCC1)C1=NNC2=NC=CC=C21 3-(3-isopropyl-5-(piperidin-4-yl)-1H-indol-2-yl)-1H-pyrazolo[3,4-b]pyridine